4-hydrazino-1-(2-fluoro-6-methylphenyl)-6-oxo-1,6-dihydropyridazine-3-carboxylic acid methyl ester COC(=O)C1=NN(C(C=C1NN)=O)C1=C(C=CC=C1C)F